O=C1C(=NN(C2=CC=CC(=C12)N1CCCCC1)C1=CC=C(C=C1)OC(F)(F)F)C(=O)OCC ethyl 4-oxo-5-(1-piperidyl)-1-[4-(trifluoromethoxy)phenyl]cinnoline-3-carboxylate